(rac)-((1s,3s)-3-hydroxy-3-methylcyclobutyl)(6-(pyrazolo[1,5-a]pyridin-4-yl)-2-azaspiro[3.4]oct-2-yl)methanone OC1(CC(C1)C(=O)N1CC2(C1)C[C@@H](CC2)C=2C=1N(C=CC2)N=CC1)C |r|